2-(4-bromo-3-chloro-5-fluoro-phenyl)-6-(cyclopropylmethoxy)pyridine Tert-butyl-2-(5-fluoropyridin-2-yl)morpholin-4-carboxylate C(C)(C)(C)OC(=O)N1CC(OCC1)C1=NC=C(C=C1)F.BrC1=C(C=C(C=C1F)C1=NC(=CC=C1)OCC1CC1)Cl